6,7-difluoro-4-(7-fluoro-3,4-dihydroquinolin-1(2H)-yl)-2-hydrazinylquinazoline FC=1C=C2C(=NC(=NC2=CC1F)NN)N1CCCC2=CC=C(C=C12)F